tert-Butyl 2-methyl-6-carbonylazepine-1-carboxylate CC=1N(CC(C=CC1)=C=O)C(=O)OC(C)(C)C